FC=1C(=C(C=CC1)C(C(C(=O)OCC)Br)Br)Cl ethyl 3-(3-fluoro-2-chlorophenyl)-2,3-dibromopropionate